1-cyclobutyl-2,2,3-trimethylbutan-1-one C1(CCC1)C(C(C(C)C)(C)C)=O